C[C@H]1N([C@H](CN(C1)C1=NC(=CN=C1)C(F)(F)F)C)C(=O)OC1CC2(CN(C2)CC2=CC=CC=C2)C1 2-benzyl-2-azaspiro[3.3]heptan-6-yl (2R,6S)-2,6-dimethyl-4-[6-(trifluoromethyl)pyrazin-2-yl]piperazine-1-carboxylate